1-iodo-4-chloro-2-methylbenzene IC1=C(C=C(C=C1)Cl)C